C(C)N1N=C(N=C1)NC(=O)C=1C(=CC=2N(C1)C(=C(N2)C(O)(C2=C(C=CC=C2)F)C2=C(C=CC=C2)F)CC)OC 2-[Bis-(2-fluoro-phenyl)-hydroxymethyl]-3-ethyl-7-methoxy-imidazo[1,2-a]pyridine-6-carboxylic acid (1-ethyl-1H-[1,2,4]triazol-3-yl)-amide